FC1=CC=C2C=C(C=C(C2=C1C#C[Si](C(C)C)(C(C)C)C(C)C)C1=CC=2N=C(N=CC2C(=N1)N1[C@@H](CC1)C(F)(F)F)OCC1CCN2CCCC12)OCOC ((7-[7-fluoro-3-(methoxymethoxy)-8-[2-(triisopropylsilyl)ethynyl]naphthalen-1-yl]-5-[(2S)-2-(trifluoromethyl)azetidin-1-yl]pyrido[4,3-d]pyrimidin-2-yloxy)methyl)-hexahydropyrrolizine